2,5-dimethyl-6-nitrobenzo[d]thiazole CC=1SC2=C(N1)C=C(C(=C2)[N+](=O)[O-])C